2-[5-oxo-3-phenyl-1-(pyridin-2-ylmethyl)pyrrolidin-2-yl]acetic acid O=C1CC(C(N1CC1=NC=CC=C1)CC(=O)O)C1=CC=CC=C1